4-(4-fluoro-1H-imidazol-1-yl)benzofuran-2-carboxylic acid FC=1N=CN(C1)C1=CC=CC2=C1C=C(O2)C(=O)O